1-[4-(difluoromethyl)pyridin-2-yl]-N-{6-methoxy-1-methylpyrazolo[4,3-c]pyridin-7-yl}pyrazole-4-sulfonamide FC(C1=CC(=NC=C1)N1N=CC(=C1)S(=O)(=O)NC=1C2=C(C=NC1OC)C=NN2C)F